O1NN=CC=C1 monooxadiazine